N(C(=N)N)CCCCC(=O)N 5-guanidino-pentanamide